FC1(CC1)C(=O)NCC=1C=C(C=CC1)NC1=NC(=NC=C1C(=O)N)NC1=C(C=C2CCN(CC2=C1)C)OC 4-[(3-{[(1-fluorocyclopropane-1-carbonyl)amino]methyl}phenyl)amino]-2-[(6-methoxy-2-methyl-1,2,3,4-tetrahydroisoquinolin-7-yl)amino]pyrimidine-5-carboxamide